3-(1,1-difluoro-2-((2-methoxyphenyl)amino)-2-oxoethyl)-N-(3,4-difluorophenyl)-4-fluorobenzamide FC(C(=O)NC1=C(C=CC=C1)OC)(F)C=1C=C(C(=O)NC2=CC(=C(C=C2)F)F)C=CC1F